C(C)(=O)NCCN(CCC[C@H](C(C)C)N1CC2(C1)CN(CC2)C=2N=CN=NC2OC2=C(C(=O)N(C(C)C)CC)C=C(C=C2)F)C (R)-2-((5-(2-(6-((2-acetamidoethyl)(methyl)amino)-2-methylhex-3-yl)-2,6-diazaspiro[3.4]oct-6-yl)-1,2,4-triazin-6-yl)oxy)-N-ethyl-5-fluoro-N-isopropylbenzamide